((S)-2,3-bis(2-(1-hydroxy-1,3-dihydrobenzo[c][1,2]oxaborol-7-yl)acetamido)propanoyl)-L-glutamic acid OB1OCC2=C1C(=CC=C2)CC(=O)N[C@H](C(=O)N[C@@H](CCC(=O)O)C(=O)O)CNC(CC2=CC=CC1=C2B(OC1)O)=O